tert-butyl-3-(5-bromo-3,3-dimethylpentyl)-2-oxo-2,3-dihydro-1H-benzo[d]imidazole-1-carboxylate C(C)(C)(C)OC(=O)N1C(N(C2=C1C=CC=C2)CCC(CCBr)(C)C)=O